di-glutamic acid amide N[C@@H](CCC(=O)O)C(=O)N.N[C@@H](CCC(=O)O)C(=O)N